6,11-dimethyl-1,2,3,4,4a,9a-hexahydromethanoanthraquinone CC=1C=C2C(C3CCC4C(C3C(C2=CC1)=O)C4C)=O